C(=O)=C1OC[C@H](N1C1=NN2CCOC3=C(C2=C1)C=CC(=C3)N[C@H](C(=O)N)C)C(F)(F)F (S)-2-((2-((S)-2-carbonyl-4-(trifluoromethyl)oxazolidin-3-yl)-5,6-dihydrobenzo[f]pyrazolo[1,5-d][1,4]oxazepin-9-yl)amino)propanamide